(E)-N,N-Dimethyl-4-((R)-3-((5-((Z)-4,4,4-trifluoro-1-(3-fluoro-1H-indazol-5-yl)-2-phenylbut-1-en-1-yl)pyridin-2-yl)amino)piperidin-1-yl)but-2-enamide CN(C(\C=C\CN1C[C@@H](CCC1)NC1=NC=C(C=C1)\C(=C(\CC(F)(F)F)/C1=CC=CC=C1)\C=1C=C2C(=NNC2=CC1)F)=O)C